(3-(3-Cyclopropyl-1,2,4-thiadiazol-5-yl)-8-(2-(methylsulfonyl)ethyl)-5,6-dihydro-[1,2,4]triazolo[4,3-a]pyrazin-7(8H)-yl)(4-fluorophenyl)methanone C1(CC1)C1=NSC(=N1)C1=NN=C2N1CCN(C2CCS(=O)(=O)C)C(=O)C2=CC=C(C=C2)F